pyrido[2,3-b][1,4]oxazin-2-one N1C2=C(OCC1=O)N=CC=C2